C1(CC1)C1=C(C=C(C(=C1)I)C)NC1=CC=C2C(=N1)C(N(C2)[C@@H]2CC[C@H](CC2)C(=O)OC(C)(C)C)=O tert-butyl (trans)-4-{2-[(2-cyclopropyl-4-iodo-5-methylphenyl)amino]-7-oxo-5H-pyrrolo[3,4-b]pyridin-6-yl}cyclohexane-1-carboxylate